CC(CC1=NC=CC=C1)C 2-(2-methylpropyl)pyridine